FC1=CC=C(C=C1)N1N=CC2=CC(=CC=C12)N1[C@@H]([C@H](CC1)NS(=O)(=O)C)C1=CC=CC=C1 N-((2R,3S)-1-(1-(4-fluorophenyl)-1H-indazol-5-yl)-2-phenylpyrrolidin-3-yl)methanesulfonamide